2-amino-4-[4-(3,8-diazabicyclo[3.2.1]octan-3-yl)-8-fluoro-6-(trifluoromethyl)quinazolin-7-yl]-7-fluoro-benzothiophene-3-carbonitrile NC=1SC2=C(C1C#N)C(=CC=C2F)C2=C(C=C1C(=NC=NC1=C2F)N2CC1CCC(C2)N1)C(F)(F)F